P(=O)(OCCCCCCCCCC)(OCC[NH+](CCCCCCCC)CCCCCCCC)[O-] decyl (2-(dioctylammonio) ethyl) phosphate